O=C1NC2=CC=C(C=C2NC1=O)C#N 2,3-dioxo-1,4-dihydroquinoxaline-6-carbonitrile